C(C)C(C[N-]CC(CCCC)CC)CCCC.[Li+] lithium di(2-ethylhexyl)amide